methyl 6-fluoro-1-methyl-2-((6-(trifluoromethoxy) benzo[d]oxazol-2-yl) amino)-1H-benzo[d]imidazole-5-carboxylate FC=1C(=CC2=C(N(C(=N2)NC=2OC3=C(N2)C=CC(=C3)OC(F)(F)F)C)C1)C(=O)OC